γ-aminobutyric acid t-butyl ester hydrochloride Cl.C(C)(C)(C)OC(CCCN)=O